2,4-di(hydroxymethyl)-3-oxopentane-1,5-diol OCC(CO)C(C(CO)CO)=O